N-(4,4-difluorocyclohexyl)-6-(1-ethoxyvinyl)-2-(3-methyl-1H-pyrazol-1-yl)pyrimidin-4-amine FC1(CCC(CC1)NC1=NC(=NC(=C1)C(=C)OCC)N1N=C(C=C1)C)F